2-((1R,2R,4S)-2-amino-7-azabicyclo[2.2.1]heptan-7-yl)-5-(4-chloro-2-ethyl-3-methoxy-2H-indazol-5-yl)-3-methyl-3,7-dihydro-4H-pyrrolo[2,3-d]pyrimidin-4-one N[C@H]1[C@H]2CC[C@@H](C1)N2C=2N(C(C1=C(N2)NC=C1C1=C(C2=C(N(N=C2C=C1)CC)OC)Cl)=O)C